ClC1=NC(=CC=C1C(=O)NS(=O)(=O)C1=CC=CC(=N1)NCCC[C@H]1CC(N(C1)C(=O)OC(C)(C)C)(C)C)N1N=C(C=C1)OCCC(C1CCC1)C1CCC1 tert-butyl (4S)-4-[3-[[6-[[2-chloro-6-[3-[3,3-di(cyclobutyl)propoxy]pyrazol-1-yl]pyridine-3-carbonyl] sulfamoyl]-2-pyridyl]amino]propyl]-2,2-dimethyl-pyrrolidine-1-carboxylate